CN1C([C@H](COC2=C1C=CC=C2)NC(=O)C2=NN1C(CCC[C@H]1C(F)(F)F)=N2)=O |r| rac-(5S)-N-[rac-(3S)-5-methyl-4-oxo-2,3-dihydro-1,5-benzoxazepin-3-yl]-5-(trifluoromethyl)-5,6,7,8-tetrahydro-[1,2,4]triazolo[1,5-a]pyridine-2-carboxamide